C(CCCCC)OC1=C(C=CC=C1)NC1=CC=NC2=CC=CC=C12 N-[2-(Hexyloxy)phenyl]quinolin-4-amine